C(C)(C)(C)OC(=O)N1N=C(C2=CC(=CC=C12)Br)C#C[Si](C)(C)C.FC1=C(SC(=C1)N1CCN(CC1)C)C(=O)NC=1C=C(C=2N(C1)C=C(N2)C)F 3-fluoro-N-[8-fluoro-2-methylimidazo[1,2-a]pyridin-6-yl]-5-(4-methylpiperazin-1-yl)thiophene-2-carboxamide tert-butyl-5-bromo-3-(2-trimethylsilylethynyl)indazole-1-carboxylate